(S)-1-[(R)-2-[bis-(3,5-bis-trifluoromethylphenyl)phosphino]ferrocenyl]ethyl-di-tert-butylphosphine FC(C=1C=C(C=C(C1)C(F)(F)F)P(C=1[C-](C=CC1)[C@H](C)P(C(C)(C)C)C(C)(C)C)C1=CC(=CC(=C1)C(F)(F)F)C(F)(F)F)(F)F.[CH-]1C=CC=C1.[Fe+2]